2-amino-1-(3-((4-chloro-3-(trifluoromethyl)phenyl)amino)-2-(4-fluorophenyl)-8,8-dimethyl-5,6-dihydroimidazo[1,2-a]pyrazin-7(8H)-yl)ethan-1-one NCC(=O)N1C(C=2N(CC1)C(=C(N2)C2=CC=C(C=C2)F)NC2=CC(=C(C=C2)Cl)C(F)(F)F)(C)C